C[Si](C1=CC=CC=2C3=CC=CC=C3CC12)(C1=CC=CC=2C3=CC=CC=C3CC12)C dimethyl-bis(fluoren-1-yl)silane